5-(3-amino-2-oxopyrrolidin-1-yl)-2-methyl-N-((R)-1-(2-(1-methyl-1H-pyrazol-4-yl)quinolin-4-yl)ethyl)benzamide NC1C(N(CC1)C=1C=CC(=C(C(=O)N[C@H](C)C2=CC(=NC3=CC=CC=C23)C=2C=NN(C2)C)C1)C)=O